(S)-N-(3-chloro-2,4-difluorophenyl)-N-methyl-2-oxo-3-(4-(trifluoromethyl)-6,7-dihydro-5H-cyclopenta[B]pyridin-2-yl)imidazolidine-4-carboxamide ClC=1C(=C(C=CC1F)N(C(=O)[C@H]1N(C(NC1)=O)C1=CC(=C2C(=N1)CCC2)C(F)(F)F)C)F